O=C1NOCC1NC(OC1=C2C(=CNC2=CC=C1)CCN(C(C)C)C(C)C)=O 3-(2-(diisopropylamino)ethyl)-1H-indol-4-yl (3-oxoisoxazolidin-4-yl)carbamate